ClC=1C(=NC=CC1C1=NC(=C(C=C1)CNCC1CCC(N1)=O)OC)C1=C(C(=CC=C1)NC1=C(C(=NC=C1)CNCC1NC(CC1)=O)F)Cl 5-((((3'-chloro-2'-(2-chloro-3-((3-fluoro-2-((((5-oxopyrrolidin-2-yl)methyl)amino)methyl)pyridin-4-yl)amino)phenyl)-6-methoxy-[2,4'-bipyridin]-5-yl)methyl)amino)methyl)pyrrolidin-2-one